C(C)(C)(C)OC(=O)N1CCC(CC1)(C=O)CF 4-(fluoromethyl)-4-formylpiperidine-1-carboxylic acid tert-butyl ester